C(C)(C)(C)OC(CN1CCN(CCN(CCN(CC1)CC(OC(C)(C)C)=O)CC(OC(C)(C)C)=O)C(C(=O)[O-])C)=O 2-[4,7,10-tris(2-tert-butoxy-2-oxoethyl)-1,4,7,10-tetraazacyclododecan-1-yl]propanoate